(S)-N-(5-(2-amino-[1,2,4]triazolo[1,5-a]pyridin-7-yl)-2-methoxypyridin-3-yl)-3-phenylisooxazolidine-2-carboxamide NC1=NN2C(C=C(C=C2)C=2C=C(C(=NC2)OC)NC(=O)N2OCC[C@H]2C2=CC=CC=C2)=N1